C(C1=CC=CC=C1)OC1=NC=2N(CCNC2C(=N1)OCC1=CC=CC=C1)C[C@@H]([C@@H]([C@@H](COCC1=CC=CC=C1)OCC1=CC=CC=C1)OCC1=CC=CC=C1)OCC1=CC=CC=C1 2,4-Bis(benzyloxy)-8-[(2S,3S,4R)-2,3,4,5-tetrakis(benzyloxy)pentyl]-5,6,7,8-tetrahydropteridine